S1CN(C2=C1C=CC=C2)CCCS 3-(1,3-benzothiazol-3(2H)-yl)-1-propanethiol